α-acetylethylbenzylamine C(C)(=O)C(C)NCC1=CC=CC=C1